C(C)(C)(C)OC(=O)N1CCN(CC1)C(C1=C(C=C(C=C1)F)Cl)=O 4-(2-Chloro-4-fluorobenzoyl)piperazine-1-carboxylic acid tert-butyl ester